CC(=CC(CCC(C)=O)=O)CCC=CCC 7-methyltrideca-6,10-diene-2,5-dione